OC(COC(C(=C)CC(=O)O)=O)O itaconic acid dihydroxyethyl ester